2-(2-(2-Hydroxyethoxy)ethoxy)piperidine-1-carboxylic acid tert-butyl ester C(C)(C)(C)OC(=O)N1C(CCCC1)OCCOCCO